2-methylbenzyl cyanide CC1=C(CC#N)C=CC=C1